(6-bromo-2,3-dichlorobenzyl)(2-(6-methoxy-3-nitropyridin-2-yl)-ethyl)-carbamic acid tert-butyl ester C(C)(C)(C)OC(N(CCC1=NC(=CC=C1[N+](=O)[O-])OC)CC1=C(C(=CC=C1Br)Cl)Cl)=O